C(C)SC=1OC2=C(C=C(C=C2C(C1)=O)C)C(C)NC1=C(C(=O)OC(C)(C)C)C(=CC=C1)F tert-Butyl 2-[1-(2-ethylsulfanyl-6-methyl-4-oxo-chromen-8-yl)ethylamino]-6-fluoro-benzoate